O=C(C=CC)C=1OC=CC1 4-oxo-4-furanyl-2-buten